tert-butyl (S)-2-(1-(2-methoxy-5-((4-methyl-6-(methylamino)pyrimidin-2-yl)amino)phenyl)-1H-1,2,3-triazol-4-yl)pyrrolidine-1-carboxylate COC1=C(C=C(C=C1)NC1=NC(=CC(=N1)C)NC)N1N=NC(=C1)[C@H]1N(CCC1)C(=O)OC(C)(C)C